2-bromo-1-(1-(methoxymethyl)-2-oxabicyclo[2.1.1]hexan-4-yl)ethan-1-one BrCC(=O)C12COC(C1)(C2)COC